BrC=1C(=NC(=NC1)NC1=C(C=C(C(=C1)C)N1CCC(CC1)N1CCN(CC1)C)OC)NC1=CC2=C(CCO2)C=C1P(C)(C)=O (6-((5-bromo-2-((2-methoxy-5-methyl-4-(4-(4-methylpiperazin-1-yl)piperidin-1-yl)phenyl)amino)pyrimidin-4-yl)amino)-2,3-dihydrobenzofuran-5-yl)dimethylphosphine oxide